C=1(C(=CC=C2C=CC=CC12)N)C1=CC=CC2=CC=CC=C12 (S)-binaphthyl-amine